COCC1=C(C=CC=C1)C 1-(METHOXYMETHYL)-2-METHYL-BENZENE